CC1(C2C3CCCC3C(C1)C2)OC(C(=C)C)=O.ClC2=CC=C(OCCCN1CCC(CC1)NC(COC1=C(C=C(C=C1)Cl)Cl)=O)C=C2 N-(1-(3-(4-Chlorophenoxy)propyl)piperidin-4-yl)-2-(2,4-dichlorophenoxy)acetamid 8-methyl-8-tricyclo[5.2.1.0<2,6>]decylmethacrylate